Benzyl 2-((2-Aminoacetamido)Methoxy)Acetate NCC(=O)NCOCC(=O)OCC1=CC=CC=C1